methyl (S)-2-isocyanatohexanoate N(=C=O)[C@H](C(=O)OC)CCCC